CC(CC(CC(C)=O)=O)C 6-methylheptane-2,4-dione